Cl.C(C)(C)OC([C@@H](N)C)=O L-Alanine isopropyl ester hydrogen chloride